(R)-2-(5-((4-((1-(3-(difluoromethyl)-2-methylphenyl)ethyl)amino)-2-Methylquinazolin-6-yl)(methyl)amino)-2-methoxypyridin-3-yl)-N,N-dimethylacetamide formate C(=O)O.FC(C=1C(=C(C=CC1)[C@@H](C)NC1=NC(=NC2=CC=C(C=C12)N(C=1C=C(C(=NC1)OC)CC(=O)N(C)C)C)C)C)F